[C@@H]1(C[C@H](O)[C@@H](CO)O1)N1C(=O)N=C(N)C=C1 deoxy-cytidine